BrC1=CC2=C(S1)CCCC2=O 2-bromo-6,7-dihydrobenzo[b]thiophene-4(5H)-one